5-fluoro-6-(((6aR,8R)-2-(3-fluoro-2-hydroxyphenyl)-6a-(fluoromethyl)-5,6,6a,7,8,9-hexahydropyrrolo[1',2':4,5]pyrazino[2,3-c]pyridazin-8-yl)oxy)-4-methylnicotinaldehyde FC=1C(=NC=C(C=O)C1C)O[C@@H]1C[C@]2(N(C=3C(=NN=C(C3)C3=C(C(=CC=C3)F)O)NC2)C1)CF